2,3,4-trihydroxy-5-[[2-(1-methylethyl)phenyl]methyl]benzamide OC1=C(C(=O)N)C=C(C(=C1O)O)CC1=C(C=CC=C1)C(C)C